[2H]C(=CC(=O)N1C(CCCC1)CC#N)[2H] 1-[(3,3-dideutero)prop-2-enoyl]piperidin-2-yl-acetonitrile